ClCC1=CC=C(C=C1)C=1N(C=C(N1)C(F)(F)F)C1COC1 2-(4-(chloromethyl)phenyl)-1-(oxetan-3-yl)-4-(trifluoromethyl)-1H-imidazole